(R)-4-([1,1'-biphenyl]-3-yl)-1-(tert-butoxycarbonyl)-2,5-dihydro-1H-pyrrole-2-carboxylic acid C1(=CC(=CC=C1)C1=C[C@@H](N(C1)C(=O)OC(C)(C)C)C(=O)O)C1=CC=CC=C1